aluminum(III) hydroxide [OH-].[Al+3].[OH-].[OH-]